4-(7-{[(3,4-difluorophenyl)methyl]amino}-1-oxa-6-aza-2-indenyl)-6-[2-(p-fluorophenyl)ethyl]-2-isobutyl-5-(5-methyl-1,3,4-oxadiazol-2-yl)nicotinamide FC=1C=C(C=CC1F)CNC=1N=CC=C2C=C(OC12)C1=C(C(=NC(=C1C(=O)N)CC(C)C)CCC1=CC=C(C=C1)F)C=1OC(=NN1)C